tert-Butyl 3-[(2-bromo-3-fluoropyridin-4-yl)methyl]-4-[(methylsulfonyl)amino]-2-azabicyclo[3.1.1]heptane-2-carboxylate BrC1=NC=CC(=C1F)CC1N(C2CC(C1NS(=O)(=O)C)C2)C(=O)OC(C)(C)C